3,6-dichloro-4-(2-(fluoromethyl)cyclopropyl)pyridazine ClC=1N=NC(=CC1C1C(C1)CF)Cl